C(C)(=O)OC1COCCC1 3-(acetyloxy)oxan